N1(N=NN=C1)N1N=NN=C1 Bi-1H-tetrazole